trans-4-((6-(4-(3,4-dihydroisoquinolin-2(1H)-yl)-3-hydroxypiperidine-1-carbonyl)pyrimidin-4-yl)amino)piperidine-1-formic acid tert-butyl ester C(C)(C)(C)OC(=O)N1CCC(CC1)NC1=NC=NC(=C1)C(=O)N1C[C@H]([C@@H](CC1)N1CC2=CC=CC=C2CC1)O